4,6-dichloro-2-(2-pyridyl)-5-trifluoromethylpyrimidine ClC1=NC(=NC(=C1C(F)(F)F)Cl)C1=NC=CC=C1